FC1=C(C(=C(C(=C1F)F)F)F)OC(=O)C=1C=C2C=C(C=NC2=CC1)C(F)P(=O)(OCC)OCC 3-((diethoxyphosphoryl)fluoromethyl)quinoline-6-carboxylic acid perfluorophenyl ester